tert-Butyl 2-(2-fluoro-4-(trifluoromethyl)benzyl)-2,7-diazaspiro[3.5]nonane-7-carboxylate FC1=C(CN2CC3(C2)CCN(CC3)C(=O)OC(C)(C)C)C=CC(=C1)C(F)(F)F